5'-Bromo-2'-deoxy-uridine BrC([C@@H]1[C@H](C[C@@H](O1)N1C(=O)NC(=O)C=C1)O)O